3-({3-[(2S)-2-(4-chlorophenyl)-2-hydroxy(2-2H)ethyl]-1,2,4-oxadiazol-5-yl}methyl)-5-methyl-1H-pyrimidine-2,4-dione ClC1=CC=C(C=C1)[C@@](CC1=NOC(=N1)CN1C(NC=C(C1=O)C)=O)([2H])O